N[Pt-2](N)(Cl)Cl cis-diaminoplatinum (II) dichloride